ClC1=C(C=CC(=C1)OC1=CC=CC=C1)N\N=C(/C#N)\C(C)=O (2E)-2-[2-(2-chloro-4-phenoxyphenyl)hydrazinylidene]-3-oxobutanenitrile